OC1(CCN(CC1)C(=O)OC(C)(C)C)CNC(C(F)(F)F)=O tert-butyl 4-hydroxy-4-[(trifluoroacetamido)methyl]piperidine-1-carboxylate